7-(piperidin-4-yl)-1,2,3,4-tetrahydro-1,8-naphthyridine dihydrochloride Cl.Cl.N1CCC(CC1)C1=CC=C2CCCNC2=N1